tert-butyl (E)-1-(4-methoxy-4-oxobut-2-en-1-yl)pyrrolidine-3-carboxylate COC(/C=C/CN1CC(CC1)C(=O)OC(C)(C)C)=O